C(CCC)(=O)NC=1C(=C(C=CC1)NC(=O)[C@@H]1C([C@H]1C1=CC(=CC(=C1)Cl)Cl)(Cl)Cl)F (1R,3R)-N-(3-Butyramido-2-fluorophenyl)-2,2-dichloro-3-(3,5-dichlorophenyl)cyclopropane-1-carboxamide